n-butyl 2,2,4-trimethyl-3-hydroxyvalerate CC(C(=O)OCCCC)(C(C(C)C)O)C